(4-bromophenyl)(1-(3-fluoropropyl)azetidin-3-yl)methanone nonadecyl-palmitate C(CCCCCCCCCCCCCCCCCC)OC(CCCCCCCCCCCCCCC)=O.BrC1=CC=C(C=C1)C(=O)C1CN(C1)CCCF